tert-butyl (2S)-2-(hydroxymethyl)-4-(methoxymethyl)-pyrrolidine-1-carboxylate OC[C@H]1N(CC(C1)COC)C(=O)OC(C)(C)C